ClCC(CN=C=O)N=C=O 3-chloropropylene isocyanate